tert-butyl (5-aminopyridin-2-yl)methylcarbamate NC=1C=CC(=NC1)CNC(OC(C)(C)C)=O